4-(6-((4-((3-hydroxypropyl)amino)-6-methylquinazolin-2-yl)amino)benzo[d]thiazol-2-yl)benzamide OCCCNC1=NC(=NC2=CC=C(C=C12)C)NC1=CC2=C(N=C(S2)C2=CC=C(C(=O)N)C=C2)C=C1